3-methyl-12-oxo-1-oxacyclododec-4-en CC1COC(CCCCCCC=C1)=O